methyl (Z)-4-((2S,5S)-5-(4-chlorobenzyl)-2-methylmorpholino)-N-cyano-piperidine-1-carbimidothioate ClC1=CC=C(C[C@@H]2N(C[C@@H](OC2)C)C2CCN(CC2)/C(=N/C#N)/SC)C=C1